4,4,4-trifluoro-2-methylbutan-2-yl (S)-6-diazo-2-((S)-2-methoxypropanamido)-5-oxohexanoate [N+](=[N-])=CC(CC[C@@H](C(=O)OC(C)(CC(F)(F)F)C)NC([C@H](C)OC)=O)=O